CC1=C(N=C(O1)C1=C(C(=C(C(=C1[2H])[2H])[2H])[2H])[2H])CCO 2-(5-methyl-2-(phenyl-d5)oxazol-4-yl)ethan-1-ol